C1(CCCCC1)C(=C1CCN(CC1)C(=O)C=1C=NC=C(C1)C)C1=CC=CC=C1 (4-(cyclohexyl(phenyl)methylene)piperidin-1-yl)(5-methylpyridin-3-yl)methanone